C(#N)C=1C=CC(=NC1)C(=O)NC1=NC=C(C=C1)CC1=CC(=CC=C1)F 5-cyano-N-{5-[(3-fluorophenyl)methyl]pyridin-2-yl}pyridine-2-carboxamide